3,5-dichloro-4-(5-fluoro-2-methyl-4-oxo-1,7-naphthyridin-1(4H)-yl)benzonitrile ClC=1C=C(C#N)C=C(C1N1C(=CC(C2=C(C=NC=C12)F)=O)C)Cl